C(C)C=1C=NC(=NC1)N 5-ethyl-pyrimidine-2-amine